4-Chloro-6'-fluoro-[3,3'-bipyridyl]-6-amine ClC1=C(C=NC(=C1)N)C=1C=NC(=CC1)F